(E)-2-(6-(2-(5-cyclopropyl-3-(2,6-dichlorophenyl)isoxazol-4-yl)vinyl)-3-azabicyclo[3.1.0]hex-3-yl)benzo[d]thiazole-6-carboxylic acid C1(CC1)C1=C(C(=NO1)C1=C(C=CC=C1Cl)Cl)/C=C/C1C2CN(CC12)C=1SC2=C(N1)C=CC(=C2)C(=O)O